sodium β-heptenylaminopropionate C(=CCCCCC)NCCC(=O)[O-].[Na+]